The molecule is a steroid lactone that is card-20(22)-enolide substituted by hydroxy groups at positions 3, 5, 11, 14 and 19. It has a role as a metabolite. It is a steroid lactone, a butenolide and a hydroxy steroid. It derives from a hydride of a 5beta-cardanolide. C[C@]12C[C@H]([C@H]3[C@H]([C@]1(CC[C@@H]2C4=CC(=O)OC4)O)CC[C@]5([C@@]3(CC[C@@H](C5)O)CO)O)O